Diethyl-methyl-isobutyl-phosphonium C(C)[P+](CC(C)C)(C)CC